S(=O)(=O)(OCCOCCOCCOCCOC(CN1C(=NC=2C(=NC=3C=CC=CC3C21)NC(C2=CC=CC=C2)(C2=CC=CC=C2)C2=CC=CC=C2)COCC)(C)C)[O-].[Na+] sodium 14-(2-(ethoxymethyl)-4-(tritylamino)-1H-imidazo[4,5-c]quinolin-1-yl)-13,13-dimethyl-3,6,9,12-tetraoxatetradecyl sulfate